1-(3-(benzo[d][1,3]dioxol-5-yl)-6-(4-methoxybutyl)pyrazin-2-yl)piperidine-4-carboxylic acid O1COC2=C1C=CC(=C2)C=2C(=NC(=CN2)CCCCOC)N2CCC(CC2)C(=O)O